C(CC)C=1C(C2=CC=CC=C2C1O)=O 2-propyl-3-hydroxy-1-indenone